2-fluoro-3,3-dideuteroacryloyl chloride FC(C(=O)Cl)=C([2H])[2H]